NC1=C(C=C(C=C1)C=1C(=NC(=NC1)NC=1C=NN(C1)C)NC1=C(C=CC(=C1)[N+](=O)[O-])F)F 5-(4-amino-3-fluorophenyl)-N4-(2-fluoro-5-nitrophenyl)-N2-(1-methyl-1H-pyrazol-4-yl)pyrimidine-2,4-diamine